tert-Butyl (Z)-4-(6-(2-fluoro-2-(4,4,5,5-tetramethyl-1,3,2-dioxaborolan-2-yl)vinyl)-3-phenoxy-2-(trifluoromethyl)phenyl)-1-oxa-4,9-diazaspiro[5.5]undecane-9-carboxylate F\C(=C/C1=CC=C(C(=C1N1CCOC2(C1)CCN(CC2)C(=O)OC(C)(C)C)C(F)(F)F)OC2=CC=CC=C2)\B2OC(C(O2)(C)C)(C)C